FC1=C(C=CC(=C1)F)[C@@H]1N(CCC1)C1=NC=2N(C=C1)N=CC2C2=CC=CC(=N2)N2CCN(CC2)C2CCN(CC2)CC=2C=C(C=CC2)NC2C(NC(CC2)=O)=O 3-((3-((4-(4-(6-(5-((R)-2-(2,4-difluorophenyl)pyrrolidin-1-yl)pyrazolo[1,5-a]pyrimidin-3-yl)pyridin-2-yl)piperazin-1-yl)piperidin-1-yl)methyl)phenyl)amino)piperidine-2,6-dione